C=1N=CN2C1C1=CC=CC=C1[C@@H]2[C@@H]2CCC=1C=NNC1[C@H]2O (6S,7S)-6-((S)-5H-Imidazo[5,1-a]isoindol-5-yl)-4,5,6,7-tetrahydro-1H-indazol-7-ol